N-(4,6-dimethoxypyrimidin-2-yl)-4-thioureidobenzenesulfonamide COC1=NC(=NC(=C1)OC)NS(=O)(=O)C1=CC=C(C=C1)NC(=S)N